N-(4-phenoxy-3-(trifluoromethyl)phenyl)-N-(pyridin-3-ylmethyl)acrylamide O(C1=CC=CC=C1)C1=C(C=C(C=C1)N(C(C=C)=O)CC=1C=NC=CC1)C(F)(F)F